(E)-1-(2,4-Dihydroxyphenyl)-3-(3,4-dimethylphenyl)prop-2-en-1-one OC1=C(C=CC(=C1)O)C(\C=C\C1=CC(=C(C=C1)C)C)=O